N-{2-[2-(2-aminoethoxy)ethoxy]ethyl}-2-(2,5-dioxo-2,5-dihydro-1H-pyrrol-1-yl)acetamide NCCOCCOCCNC(CN1C(C=CC1=O)=O)=O